2-(morpholin-4-yl)-6-(prop-2-yl)-4-({4'-[(prop-2-yn-1-yl)oxy][1,1'-biphenyl]-4-yl}amino)-5,6-dihydro-7H-pyrrolo[3,4-d]pyrimidin-7-one N1(CCOCC1)C=1N=C(C2=C(N1)C(N(C2)C(C)C)=O)NC2=CC=C(C=C2)C2=CC=C(C=C2)OCC#C